4-(dimercaptomethylene)-2-methyl-6-(p-dimethylaminostyryl)-4H-pyran SC(=C1C=C(OC(=C1)C=CC1=CC=C(C=C1)N(C)C)C)S